1-(3-bromophenyl)-2-(dimethylamino)ethan-1-ol BrC=1C=C(C=CC1)C(CN(C)C)O